methyl 3-(3,4-dichlorophenyl)-3-oxo-propionate ClC=1C=C(C=CC1Cl)C(CC(=O)OC)=O